5-[4-(imidazo[1,2-a]pyridin-6-yl)-3-(trifluoromethyl)phenyl]-3,6-dihydro-2H-1,3,4-oxadiazin-2-one N=1C=CN2C1C=CC(=C2)C2=C(C=C(C=C2)C2=NNC(OC2)=O)C(F)(F)F